NC1=C2C(=C(N=N1)OC(C)C)N(C(=N2)CCCC)CC2=CC=C(CNC(CCOC)=O)C=C2 N-(4-((4-amino-2-butyl-7-isopropoxy-1H-imidazo[4,5-d]pyridazin-1-yl)methyl)benzyl)-3-methoxypropanamide